(4-bromophenyl)(5-(4-bromophenyl)oxazol-2-yl)methanone BrC1=CC=C(C=C1)C(=O)C=1OC(=CN1)C1=CC=C(C=C1)Br